N-{4-[(3S,5R)-3-amino-5-methylpiperidin-1-yl]-7-hydroxy-6,7-dihydro-5H-cyclopenta[b]pyridin-3-yl}-6-[2,6-difluoro-4-(methoxymethyl)phenyl]-5-fluoropyridine-2-carboxamide N[C@@H]1CN(C[C@@H](C1)C)C1=C2C(=NC=C1NC(=O)C1=NC(=C(C=C1)F)C1=C(C=C(C=C1F)COC)F)C(CC2)O